3-iodo-4-oxo-1H,5H,6H,7H-pyrrolo[3,2-c]Pyridine-6-carboxylic acid methyl ester COC(=O)C1CC2=C(C(N1)=O)C(=CN2)I